CO[C@H](C)C1=NN=C(S1)C1=NC=C(C=C1N)S(=O)(=O)C1=CC=C(C=C1)OC(F)(F)F 2-{5-[(1R)-1-methoxyethyl]-1,3,4-thiadiazol-2-yl}-5-[4-(trifluoromethoxy)benzene-1-sulfonyl]pyridin-3-amine